C(C)OC(=O)C1=C(C2=C([C@@H]3CCCN3C2=O)N=C1CCC1=CC=C(C=C1)F)C1=CC=C(S1)C(=O)O (S)-5-(3-(ethoxycarbonyl)-2-(4-fluorophenethyl)-5-oxo-7,8,9,9a-tetrahydro-5H-pyrido[2,3-a]pyrrolizin-4-yl)thiophene-2-carboxylic acid